NC1=C(C=C(N=N1)C1=C(C=CC=C1)O)N1CC2CCC(C1)N2C2=CC(=NC=C2)C#CC(C)N 2-(6-amino-5-(8-(2-(3-aminobut-1-yn-1-yl)pyridin-4-yl)-3,8-diazabicyclo[3.2.1]oct-3-yl)pyridazin-3-yl)phenol